ClC1=C(C(=CC=C1Cl)O)[C@H]1C[C@H]2COC(C(N2CC1)=O)CNC (8R,9aS)-8-(2,3-dichloro-6-hydroxyphenyl)-3-[(methylamino)methyl]-hexahydro-1H-pyrido[2,1-c][1,4]oxazin-4-one